(S)-2-(2-methylpiperidin-1-yl)-5-(trifluoromethyl)aniline C[C@@H]1N(CCCC1)C1=C(N)C=C(C=C1)C(F)(F)F